tert-butyl (S)-2-((6-chloro-1H-pyrazolo[3,4-d]pyrimidin-1-yl)methyl)-2-methylpyrrolidine-1-carboxylate ClC1=NC=C2C(=N1)N(N=C2)C[C@]2(N(CCC2)C(=O)OC(C)(C)C)C